1-O-(9H-fluoren-9-ylmethyl) (2S)-pyrrolidine-1,2-dicarboxylate N1([C@@H](CCC1)C(=O)[O-])C(=O)OCC1C2=CC=CC=C2C=2C=CC=CC12